3-(5-((4-(2,4-difluorophenyl)piperazin-1-yl)methyl)-1-oxoisoindolin-2-yl)piperidine-2,6-dione FC1=C(C=CC(=C1)F)N1CCN(CC1)CC=1C=C2CN(C(C2=CC1)=O)C1C(NC(CC1)=O)=O